N-[(1S)-1-[3-(5-bromo-2-pyridyl)pyrazin-2-yl]ethyl]-3,5-bis(trifluoromethyl)benzamide BrC=1C=CC(=NC1)C=1C(=NC=CN1)[C@H](C)NC(C1=CC(=CC(=C1)C(F)(F)F)C(F)(F)F)=O